7-{[(1S)-1-(4-{1-[(1-acryloylazetidin-3-yl)(methyl)amino]-4,4-difluorocyclohexyl}phenyl)ethyl]amino}-1-(propan-2-yl)-1,6-naphthyridin-2(1H)-one C(C=C)(=O)N1CC(C1)N(C1(CCC(CC1)(F)F)C1=CC=C(C=C1)[C@H](C)NC1=NC=C2C=CC(N(C2=C1)C(C)C)=O)C